[I-].C(C)[N+]1=C(SC2=C1C=CC=C2)\C=C\C=C\2/SC1=C(N2CC)C=CC=C1 3-ethyl-2-[(1E)-3-[(2Z)-3-ethyl-2,3-dihydro-1,3-benzothiazol-2-ylidene]prop-1-en-1-yl]-1,3-benzothiazol-3-ium iodide